3-fluoro-pyrrolidine-1-sulfonamide formic acid salt C(=O)O.FC1CN(CC1)S(=O)(=O)N